N-(2,5-dimethylphenyl)-3-hydroxy-N-methylbicyclo[1.1.1]pentane-1-carboxamide CC1=C(C=C(C=C1)C)N(C(=O)C12CC(C1)(C2)O)C